4-ethyl-2,3-dioxopiperazinecarbonyl chloride CCN1CCN(C(=O)C1=O)C(=O)Cl